C(CCCCCC)OC(CCC)=O butanoic acid heptyl ester